CC=1NC=CC1C(=O)O 2-methyl-pyrrole-3-carboxylic acid